OC1CC(C2=CC=CC=C12)NNC(OC(C)(C)C)=O tert-Butyl N-[(3-hydroxyindan-1-yl)amino]carbamate